3-bromo-1-(2,2-difluoroethyl)-5-nitro-1H-indazole BrC1=NN(C2=CC=C(C=C12)[N+](=O)[O-])CC(F)F